N-(4-(2,4-dichlorophenyl)thiazol-2-yl)tetrahydro-2H-pyran-4-carboxamide ClC1=C(C=CC(=C1)Cl)C=1N=C(SC1)NC(=O)C1CCOCC1